FC=1C(=C(C=CC1F)[C@@H]1[C@H](O[C@@H]([C@@H]1C)C(F)(F)F)C(=O)NC1=CC(=NC=C1)C(=O)N)OC 4-((2S,3R,4R,5S)-3-(3,4-difluoro-2-methoxyphenyl)-4-methyl-5-(trifluoromethyl)tetrahydrofuran-2-carboxamido)picolinamide